Dipentaerythritol hexa(3-mercaptovalerate) SC(CC(=O)OCC(COC(CC(CC)S)=O)(COCC(COC(CC(CC)S)=O)(COC(CC(CC)S)=O)COC(CC(CC)S)=O)COC(CC(CC)S)=O)CC